N-[(2R)-2-[(5-bromo-1-[[2-(trimethylsilyl)ethoxy]methyl]-1H-pyrrolo[2,3-b]pyridin-6-yl)oxy]propyl]-4-methylbenzene-1-sulfonamide BrC=1C=C2C(=NC1O[C@@H](CNS(=O)(=O)C1=CC=C(C=C1)C)C)N(C=C2)COCC[Si](C)(C)C